ClC[C@H](COC1=CC=C(C=C1)C(C)(C)C1=CC=C(C=C1)OC[C@H](CN1N=NC=C1CO)O)O (S)-1-chloro-3-(4-(2-(4-((S)-2-hydroxy-3-(5-(hydroxymethyl)-1H-1,2,3-triazol-1-yl)propoxy)phenyl)propan-2-yl)phenoxy)propan-2-ol